5-(5-((1R,5S,6r)-6-(1H-1,2,3-triazol-5-yl)-3-azabicyclo[3.1.0]hexan-3-yl)-1,3,4-oxadiazol-2-yl)-N-(3,4-Difluorobenzyl)pyrimidin-2-amine N1N=NC=C1C1[C@H]2CN(C[C@@H]12)C1=NN=C(O1)C=1C=NC(=NC1)NCC1=CC(=C(C=C1)F)F